2-chloro-N-[1-[3-(triazol-2-yl)pyrazin-2-yl]ethyl]-6-(trifluoromethyl)pyridine-4-carboxamide ClC1=NC(=CC(=C1)C(=O)NC(C)C1=NC=CN=C1N1N=CC=N1)C(F)(F)F